[Si](C)(C)(C(C)(C)C)OC1C=C(CCC1(C)C)C1=NN(C=C1CN(CCN(C(OC(C)(C)C)=O)C)C)C1OCCCC1 tert-butyl N-(2-{[(3-{3-[(tert-butyldimethylsilyl)oxy]-4,4-dimethylcyclohex-1-en-1-yl}-1-(oxan-2-yl)-1H-pyrazol-4-yl)methyl](methyl)amino} ethyl)-N-methylcarbamate